C(C)N(C(=O)OC1=C(C=C(C=C1)C=CC(=O)O)OC)C 3-(4-((ethyl-(methyl)carbamoyl)oxy)-3-methoxyphenyl)acrylic acid